O=C1NC(CCC1N1C(C2=CC=C(C=C2C1)CN1CCN(CC1)C1CCN(CC1)C1=CC(=C(C=C1)NC1=NC=C(C(=C1)NC1=C(C(=O)NC)C=CC=C1)C(F)(F)F)OC)=O)=O 2-((2-((4-(4-(4-((2-(2,6-dioxopiperidin-3-yl)-1-oxoisoindolin-5-yl)methyl)piperazin-1-yl)piperidin-1-yl)-2-methoxyphenyl)amino)-5-(trifluoromethyl)pyridin-4-yl)amino)-N-methylbenzamide